di-(tert-butyl-cyclohexyl) peroxydicarbonate C(=O)(OC1(CCCCC1)C(C)(C)C)OOC(=O)OC1(CCCCC1)C(C)(C)C